C(C)OC=1C=C(C=CC1OC)B(O)O 3-ETHOXY-4-METHOXYPHENYLBORONIC ACID